COC1=NC=CC=C1[C@@H]1N(CCC(CC1)(C)C)C1=NC(=NC(=C1)C)N |r| (+-)-4-[2-(2-methoxy-3-pyridinyl)-5,5-dimethyl-azepan-1-yl]-6-methyl-pyrimidin-2-amine